C(C)(C)OC1=CC=C(C=C1)C=1C=C2C=CC(=NC2=CC1)N1CCCCC1 1-(6-(4-Isopropoxyphenyl)chinolin-2-yl)piperidin